tert-butyl (2S,5S)-5-(((tert-butyldiphenylsilyl)oxy)methyl)-2-((2-(4-fluoroisoquinoline-1-yl)propan-2-yl)carbamoyl)morpholine-4-carboxylate [Si](C1=CC=CC=C1)(C1=CC=CC=C1)(C(C)(C)C)OC[C@@H]1CO[C@@H](CN1C(=O)OC(C)(C)C)C(NC(C)(C)C1=NC=C(C2=CC=CC=C12)F)=O